1-(3-chloro-4-methylphenyl)-3-(9-((2-(2,6-dioxopiperidin-3-yl)-1-oxoisoindolin-4-yl)thio)nonyl)urea ClC=1C=C(C=CC1C)NC(=O)NCCCCCCCCCSC1=C2CN(C(C2=CC=C1)=O)C1C(NC(CC1)=O)=O